C(C)N1N=C(C=C1)C=1C=C(C=C(C1)C=1C=NN(C1)C)C1(CC1)NC(C1=C(C=CC(=C1)N1C[C@H]2CC[C@@H](C1)N2C)C)=O N-(1-(3-(1-ethyl-1H-pyrazol-3-yl)-5-(1-methyl-1H-pyrazol-4-yl)phenyl)cyclopropyl)-2-methyl-5-((1R,5S)-8-methyl-3,8-diazabicyclo[3.2.1]octan-3-yl)benzamide